C(#N)C1=CC2=C(CCN(CC2)C2=CC=CC(=N2)N2CCNCC2)C=C1 4-(6-(7-cyano-4,5-dihydro-1H-benzo[d]azepin-3(2H)-yl)pyridin-2-yl)piperazine